COC=1C=C(C=C2CCN(C(C12)=O)CC(F)(F)F)C1=CN=C2N1C=CC(=C2)OCC=2N(N=CC2)C 8-methoxy-6-[7-[(2-methylpyrazol-3-yl)methoxy]imidazo[1,2-a]pyridin-3-yl]-2-(2,2,2-trifluoroethyl)-3,4-dihydroisoquinolin-1-one